di-toluenesulfonate monohydrate O.C(C1=CC=CC=C1)S(=O)(=O)O.C(C1=CC=CC=C1)S(=O)(=O)O